ClC1=C(C=C(C=C1)[C@@H]1N(OCC1)C1=CC(=NC=N1)NC=1C(=CC(=C(C1)NC(C=C)=O)N1CCC(CC1)N1CCN(CC1)C1CCC1)OC)F N-(5-((6-((R)-3-(4-chloro-3-fluorophenyl)-isoxazolidine-2-yl)pyrimidine-4-yl)amino)-2-(4-(4-cyclobutylpiperazine-1-yl)piperidine-1-yl)-4-methoxyphenyl)acrylamide